CN(C/C=C/C(=O)N1CC2=C(C(C1)C1=C(CCC1)C=1C(=NN(C1)CC)C(F)(F)F)C=C(S2)C#N)C (E)-6-(4-(Dimethylamino)but-2-enoyl)-4-(2-(1-ethyl-3-(trifluoromethyl)-1H-pyrazol-4-yl)cyclopent-1-en-1-yl)-4,5,6,7-tetrahydrothieno[2,3-c]pyridine-2-carbonitrile